(S)-N-(1-(4-acetyl-4-phenylpiperidin-1-yl)-1,5-dioxohexan-2-yl)-5-(3,3-dimethyl-2-oxobutoxy)-1-phenyl-1H-pyrazole-3-carboxamide C(C)(=O)C1(CCN(CC1)C([C@H](CCC(C)=O)NC(=O)C1=NN(C(=C1)OCC(C(C)(C)C)=O)C1=CC=CC=C1)=O)C1=CC=CC=C1